CC(CCOC=1C=C(C=CC1)C1=C(N=C(S1)N)C1=C(C=CC=C1)C(F)(F)F)(C)C 5-[3-(3,3-dimethylbutoxy)phenyl]-4-[2-(trifluoromethyl)phenyl]thiazol-2-amine